methyl 5-methyl-6-oxo-5-((triethylsilyl) methyl)-5,6-dihydrobenzo[4,5]imidazo[2,1-a]isoquinoline-3-carboxylate CC1(C(N2C(C=3C=CC(=CC13)C(=O)OC)=NC1=C2C=CC=C1)=O)C[Si](CC)(CC)CC